1,2,6,7-tetramethoxyphenanthrene-9-carboxylic acid COC1=C(C=CC=2C3=CC(=C(C=C3C(=CC12)C(=O)O)OC)OC)OC